methaneol CO